6-(1-(Tetrahydro-2H-pyran-2-yl)-1H-pyrazol-4-yl)-4-azaspiro[2.5]octane O1C(CCCC1)N1N=CC(=C1)C1CNC2(CC2)CC1